racemic-4-chloro-1-(4-methoxyphenyl)-1-butanol ClCCC[C@@H](O)C1=CC=C(C=C1)OC |r|